N,N-bis(3-methoxybenzyl)-2-(2-phenoxyethyl)oxazol-5-amine COC=1C=C(CN(C2=CN=C(O2)CCOC2=CC=CC=C2)CC2=CC(=CC=C2)OC)C=CC1